N(=[N+]=[N-])\C(\C(=O)OC)=C/C1=C(C=CC(=C1)F)Cl methyl (Z)-2-azido-3-(2-chloro-5-fluoro-phenyl)prop-2-enoate